2-(6-(((1S,3S)-3-((5-(difluoromethoxy)pyrimidin-2-yl)amino)cyclopentyl)amino)pyridin-3-yl)-4-methyl-2,3-dihydro-1H-pyrrolo[3,4-c]pyridin-1-one FC(OC=1C=NC(=NC1)N[C@@H]1C[C@H](CC1)NC1=CC=C(C=N1)N1CC=2C(=NC=CC2C1=O)C)F